[Sn](Br)I tin iodide bromide